3-(((3-(dimethylamino)propoxy)carbonyl)oxy)pentane CN(CCCOC(=O)OC(CC)CC)C